keto-lysine O=N[C@@H](CCCCN)C(=O)O